C(C=C)(=O)NC1=C(C=C(C=C1)C1=NN2N=CN=C(C2=C1C1=CC=C(C(=O)NCC(C)C)C=C1)N)OC 4-(6-(4-acrylamido-3-methoxyphenyl)-4-aminopyrazolo[5,1-f][1,2,4]triazin-5-yl)-N-isobutylbenzamide